FC1=CC=C(C=C1)C(C(CNC(C1=C(C=CC=C1)F)=O)F)O N-(3-(4-fluorophenyl)-2-fluoro-3-hydroxypropyl)-2-fluorobenzamide